C1CCCCCCCC(=O)OCCCCCCC1 cyclohexadecanolide